C(C)C1=CC=C(C=C1)NC(=O)NC1=CNC2=CC=C(C=C12)OCCC1=CC=C(C=C1)C(F)(F)F 1-(4-ethylphenyl)-3-(5-{2-[4-(trifluoromethyl)phenyl]ethoxy}-1H-indol-3-yl)urea